3-((6-(3-((((R)-1-(2-chlorophenyl)ethoxy)carbonyl)amino)thiophen-2-yl)-2-methyl-pyridin-3-yl)carbamoyl)-2,2-difluorocyclopropane-1-carboxylic acid ClC1=C(C=CC=C1)[C@@H](C)OC(=O)NC1=C(SC=C1)C1=CC=C(C(=N1)C)NC(=O)C1C(C1C(=O)O)(F)F